NC1=C(C(=C(C(=C1F)F)F)F)C(=O)N1CCC(CC1)C1=C2C(=NC=C1)NC(=N2)C2CCOCC2 (2-amino-3,4,5,6-tetrafluoro-phenyl)-[4-(2-tetrahydropyran-4-yl-3H-imidazo[4,5-b]pyridin-7-yl)-1-piperidyl]methanone